2-bromo-1-(4-isobutyl-3,4-dihydroquinoxalin-1(2H)-yl)propan-1-one BrC(C(=O)N1CCN(C2=CC=CC=C12)CC(C)C)C